HEXAHYDROPYRIMIDINE-2-CARBOXYLIC ACID N1C(NCCC1)C(=O)O